2-[(3R,5R)-3,5-dimethylpiperazin-1-yl]quinazoline C[C@@H]1CN(C[C@H](N1)C)C1=NC2=CC=CC=C2C=N1